N-(4-(4-((3-fluorophenyl)sulfonamido)phenyl)-1H-pyrrolo[2,3-b]pyridin-6-yl)cyclopropylcarboxamide FC=1C=C(C=CC1)S(=O)(=O)NC1=CC=C(C=C1)C1=C2C(=NC(=C1)NC(=O)C1CC1)NC=C2